FC(CC(C(=O)NC1=NC=CC(=C1)C1=C(C2=NC=CC=C2N1)C1=CC=CC=C1)C1=CC=C(C=C1)F)F 4,4-difluoro-2-(4-fluorophenyl)-N-[4-(3-phenyl-1H-pyrrolo[3,2-b]pyridin-2-yl)pyridin-2-yl]butanamide